1-(2-((2S,4R)-2-(5-bromopyrimidin-2-ylcarbamoyl)4-fluoropyrrolidin-1-yl)-2-oxoethyl)-5-(pyridazin-4-yl)-1H-indazole-3-carboxamide BrC=1C=NC(=NC1)NC(=O)[C@H]1N(C[C@@H](C1)F)C(CN1N=C(C2=CC(=CC=C12)C1=CN=NC=C1)C(=O)N)=O